tert-butyl ((1S,3S)-3-((2-carbonyl-2H-[1,3'-bipyridyl]-6'-yl)amino)cyclopentyl)carbamate C(=O)=C1N(C=CC=C1)C=1C=NC(=CC1)N[C@@H]1C[C@H](CC1)NC(OC(C)(C)C)=O